2,3,5-triiodobenzene IC1=CC=C(C=C1I)I